C(C1=CC=CC=C1)OC(=O)N[C@H](C(=O)OC(C)(C)C)[C@H](CCCB1OC(C(O1)(C)C)(C)C)CNC([C@H](C)NC(=O)OC(C)(C)C)=O (2S,3R)-tert-butyl 2-(benzyloxycarbonylamino)-3-(((S)-2-(tert-butoxycarbonylamino)propanamido)methyl)-6-(4,4,5,5-tetramethyl-1,3,2-dioxaborolan-2-yl)hexanoate